FC1=C(OC(C(=O)N2C(CN(CC2)S(=O)(=O)C2=CC=C(C=C2)OC(F)(F)F)C)(C)C)C=CC(=C1)F 2-(2,4-Difluorophenoxy)-2-methyl-1-(2-methyl-4-((4-(trifluoromethoxy)phenyl)sulfonyl)piperazin-1-yl)propan-1-one